7,9-Di-O-acetyl-5-N-glycolyl-neuraminic acid C(C)(=O)O[C@@H]([C@H]1[C@@H]([C@H](CC(C(O)=O)(O)O1)O)NC(CO)=O)[C@H](O)COC(C)=O